FC1=NN2C(N=CC3=C2C(CC3)(C3=NN(N=C3)COCC[Si](C)(C)C)C)=C1 2-fluoro-8-methyl-8-(2-((2-(trimethylsilyl)ethoxy)methyl)-2H-1,2,3-triazol-4-yl)-7,8-dihydro-6H-cyclopenta[e]pyrazolo[1,5-a]pyrimidine